(4-benzoylbenzyl)-4-methylpyridine C(C1=CC=CC=C1)(=O)C1=CC=C(CC2=NC=CC(=C2)C)C=C1